2-(1-Tetrahydropyran-2-ylindazol-6-yl)acetic acid O1C(CCCC1)N1N=CC2=CC=C(C=C12)CC(=O)O